zinc bis(3-methacryloxypropionate) C(C(=C)C)(=O)OCCC(=O)[O-].C(C(=C)C)(=O)OCCC(=O)[O-].[Zn+2]